Benzyl (2E)-3-phenylprop-2-enoate C1(=CC=CC=C1)/C=C/C(=O)OCC1=CC=CC=C1